ClC1=NC=C(C(=N1)NC12CCC(CC1)(CC2)C(F)F)C#N 2-chloro-4-((4-(difluoromethyl)bicyclo[2.2.2]octan-1-yl)amino)pyrimidine-5-carbonitrile